P(=O)(ONC)(ONC)ONC tris(methylamino) phosphate